7-(thiazol-5-yl)quinolin-2-amine S1C=NC=C1C1=CC=C2C=CC(=NC2=C1)N